tert-butyl 3-[1-(trifluoromethyl)cyclobutyl]carbamoyl-4H,5H,6H,7H-pyrazolo[1,5-a]pyrazine-5-carboxylate FC(C1(CCC1)NC(=O)C=1C=NN2C1CN(CC2)C(=O)OC(C)(C)C)(F)F